C(C=CCC)CCCCCCCCCCC(=O)O 11-(2-penten-1-yl)-undecanoic acid